C(C)C=1C=NC(=NC1)N1CCC(CC1)[C@@H](C)OC1=NN2C(S1)=NC(=C2)C=2C(=NC(=CC2)S(=O)(=O)C)F 2-((R)-1-(1-(5-ethylpyrimidin-2-yl)piperidin-4-yl)ethoxy)-6-(2-fluoro-6-(methylsulfonyl)pyridin-3-yl)imidazo[2,1-b][1,3,4]thiadiazol